1-(5-fluoropyridin-2-yl)-2-methyl-8-(1H-pyrrolo[2,3-b]pyridin-5-yl)-1H-imidazo[4,5-c]quinoline FC=1C=CC(=NC1)N1C(=NC=2C=NC=3C=CC(=CC3C21)C=2C=C1C(=NC2)NC=C1)C